(2S,4s,6S)-6-(4-(6-cyano-2,6-diazaspiro[3.3]heptane-2-carbonyl)phenyl)-7-((5-cyclopropyl-7-methyl-1H-indol-4-yl)methyl)-7-azaspiro[3.5]nonane-2-carbonitrile C(#N)N1CC2(CN(C2)C(=O)C2=CC=C(C=C2)[C@@H]2CC3(CC(C3)C#N)CCN2CC2=C3C=CNC3=C(C=C2C2CC2)C)C1